OC(C1=C2C=CN(C2=C(C=C1OC)C)C(=O)OC(C)(C)C)C1(CC1)C(=O)OC tert-butyl 4-(hydroxy(1-(methoxy-carbonyl)cyclopropyl)methyl)-5-methoxy-7-methyl-1H-indole-1-carboxylate